COC1=C2CC[C@@H](CC2=CC=C1)N (S)-5-methoxy-1,2,3,4-tetrahydronaphthalene-2-amine